[Si](C)(C)(C(C)(C)C)OC=1C=C2C(=NN(C2=C(C1)F)C1OCCCC1)C=1C=NN(C1)CCOCCOC[C@H](C)O (2S)-1-[2-[2-[4-[5-[tert-butyl(dimethyl)silyl]oxy-7-fluoro-1-tetrahydropyran-2-yl-indazol-3-yl]pyrazol-1-yl]ethoxy]ethoxy]propan-2-ol